COC(C)[C@@]12C[C@@H](C[C@@H](N1C(=O)NC1=NC=C(C(=C1)C1=NN(C=N1)C)C(F)(F)F)C2)C (1S,3R,5R)-1-(1-methoxyethyl)-3-methyl-N-(4-(1-methyl-1H-1,2,4-triazol-3-yl)-5-(trifluoromethyl)pyridin-2-yl)-6-azabicyclo[3.1.1]heptane-6-carboxamide